IC=1C(=NN(C1)C)C(=O)NC 4-iodo-N,1-dimethyl-pyrazole-3-carboxamide